N[C@H]1CS(C2=C(N(C1=O)CC1=CC=C(C=C1)Cl)C=C(C(=C2)F)C=2N=NN(N2)C2CN(CCC2)S(=O)(=O)C)(=O)=O (3R)-3-amino-5-[(4-chlorophenyl)methyl]-8-fluoro-7-[2-(1-meth-ylsulfonyl-3-piperidyl)-tetrazol-5-yl]-1,1-dioxo-2,3-dihydro-1λ6,5-benzothiazepin-4-one